COC(NC[C@@H]1N(CC(CC1)(F)F)C(=O)C1=NC(=CC=C1C)NC1=NC=CC(=C1)OCC)=O (R)-((1-(6-((4-ethoxypyridin-2-yl)amino)-3-methylpyridine-2-carbonyl)-5,5-difluoropiperidin-2-yl)methyl)carbamic acid methyl ester